ClC=1C=C(C=CC1F)C(C=1NC(=C(N1)S(=O)(=O)N)C)NC1=NC=C(C=C1)F 2-((3-chloro-4-fluorophenyl)((5-fluoropyridin-2-yl)amino)methyl)-5-methyl-1H-imidazole-4-sulfonamide